(difluoromethyl)benzyl (2,5-dioxopyrrolidin-1-yl) carbonate C(OC(C1=CC=CC=C1)C(F)F)(ON1C(CCC1=O)=O)=O